C(C)[C@]1(C(OCC=2C(N3CC=4C(=NC=5C=C(C=C6C5C4C(CC6)NC(C)=O)OC)C3=CC21)=O)=O)O N-((9S)-9-ethyl-9-hydroxy-5-methoxy-10,13-dioxo-2,3,9,10,13,15-hexahydro-1H,12H-benzo[de]pyrano[3',4':6,7]indolizino[1,2-b]quinolin-1-yl)acetamide